C(#N)C1=C(N=C(C=2CCNCC12)N1CCN(CC1)C(=O)OC(C)(C)C)N1CCN(CC1)C tert-butyl 4-(4-cyano-3-(4-methylpiperazin-1-yl)-5,6,7,8-tetrahydro-2,6-naphthyridin-1-yl)piperazine-1-carboxylate